BrC1=NC=CC(=C1OC)CC=1C(=C(C=NC1)N)C 5-[(2-bromo-3-methoxy-4-pyridinyl)methyl]-4-methyl-pyridin-3-amine